5-(3-((tertbutyldimethylsilyl)oxy)pyrrolidin-1-yl)-2-morpholinooxazolo[4,5-b]pyridin-6-amine C(C)(C)(C)[Si](OC1CN(CC1)C1=C(C=C2C(=N1)N=C(O2)N2CCOCC2)N)(C)C